4-((S)-1-azido-1-cyclopropylethyl)-6-chloro-1-(((2R,4R)-4-(methylsulfonyl)pent-2-yl)oxy)-2,7-naphthyridine N(=[N+]=[N-])[C@@](C)(C1CC1)C1=CN=C(C2=CN=C(C=C12)Cl)O[C@H](C)C[C@@H](C)S(=O)(=O)C